C(N)(=O)C1=CC2=C(N(/C(/S2)=N/C(=O)C2=CC(=NN2CC)C)C/C=C/CNC2=C(C=C(C(=O)OC)C=C2[N+](=O)[O-])OC)C(=C1)OCCC(OC)OC methyl 4-(((E)-4-((Z)-6-carbamoyl-4-(3,3-dimethoxypropoxy)-2-((1-ethyl-3-methyl-1H-pyrazole-5-carbonyl)imino)benzo[d]thiazol-3(2H)-yl)but-2-en-1-yl)amino)-3-methoxy-5-nitrobenzoate